BrC1=CC=C(C=C1)NC=1C(C(C1NCC1=NC=CC=C1)=O)=O 3-((4-bromophenyl)amino)-4-((pyridin-2-ylmethyl)amino)cyclobut-3-ene-1,2-dione